[K+].COCC(=O)NC=1C(=C(C(=O)[O-])C(=C(C1I)C(=O)NCC(CO)O)I)I 3-methoxyacetamido-5-(2,3-dihydroxyn-propylaminoformyl)-2,4,6-triiodobenzoic acid potassium salt